C1=C(C=CC=2C3=CC=CC=C3C3(C12)C1=CC=CC=C1C=1C=CC=CC13)C1=NC(=NC(=N1)C1=CC=3C2(C4=CC=CC=C4C3C=C1)C1=CC=CC=C1C=1C=CC=CC12)C1=CC=2C3(C4=CC=CC=C4C2C=C1)C1=CC=CC=C1C=1C=CC=CC13 2,4,6-Tris(9,9-spirobifluoren-2-yl)-1,3,5-triazin